3-cyanopropyl-(2S,5R,6R)-3,3-dimethyl-7-oxo-6-(2-phenylacetamido)4-thia-1-azabicyclo[3.2.0]heptane C(#N)CCC[C@@H]1N2C([C@H]([C@H]2SC1(C)C)NC(CC1=CC=CC=C1)=O)=O